ethyl (2S,3R)-2-(benzyloxycarbonylamino)-3-cyclopropyl-4-(1-methylcyclopropyl)butanoate C(C1=CC=CC=C1)OC(=O)N[C@H](C(=O)OCC)[C@H](CC1(CC1)C)C1CC1